OC1C(CCC1)N1C(C2=CC=C(C=C2C1)OC)=O 2-(2-hydroxycyclopentyl)-5-methoxyisoindolin-1-one